FC=1C(=NC(=NC1)NC1=CC=C(C=N1)N1CC(CC1)(O)C)C1=CC2=C(N=C3COCC(N32)C)C(=C1)F 1-(6-((5-fluoro-4-(9-fluoro-4-methyl-3,4-dihydro-1H-benzo[4,5]imidazo[2,1-c][1,4]oxazin-7-yl)pyrimidin-2-yl)amino)pyridin-3-yl)-3-methylpyrrolidin-3-ol